N-(2-fluoro-2-methylpropyl)-5-(2-(((1-(trifluoromethyl)cyclopropyl)methyl)amino)-7H-pyrrolo[2,3-d]pyrimidin-5-yl)pyrazolo[1,5-a]pyridine-3-carboxamide FC(CNC(=O)C=1C=NN2C1C=C(C=C2)C2=CNC=1N=C(N=CC12)NCC1(CC1)C(F)(F)F)(C)C